C(#N)CN(CCN(CC#N)CC#N)CCN1C(N(CC1)CCNCCNCC#N)=O 2,2'-((2-((cyanomethyl)(2-(3-(2-((2-((cyanomethyl)amino)ethyl)amino)ethyl)-2-oxoimidazolidin-1-yl)ethyl)amino)ethyl)azanediyl)diacetonitrile